Tert-butyl ((1S)-1-(4,4-difluorocyclohexyl)-2-((4-((R or S)-2-methoxy-1-((3S,5S)-2-oxo-5-(trifluoromethyl)pyrrolidin-3-yl)ethyl)pyridin-2-yl)amino)-2-oxoethyl)carbamate FC1(CCC(CC1)[C@@H](C(=O)NC1=NC=CC(=C1)[C@H](COC)[C@H]1C(N[C@@H](C1)C(F)(F)F)=O)NC(OC(C)(C)C)=O)F |o1:17|